N[C@@H](CCSC)C(=O)NCC(=O)N[C@@H](CCCCN1C(C=CC1=O)=O)C(=O)O L-methionylglycyl-6-(2,5-dioxo-2,5-dihydro-1H-pyrrol-1-yl)-L-norleucine